FC(CN1N=CC=2N(C(N(C(C21)C)C2CCN(CC2)C2=C(C=CC=C2C)F)=O)CC2=C(C=CC=C2)C(F)(F)F)(C)F 1-(2,2-Difluoro-propyl)-6-[1-(2-fluoro-6-methyl-phenyl)-piperidin-4-yl]-7-methyl-4-(2-trifluoromethylbenzyl)-1,4,6,7-tetrahydro-pyrazolo[4,3-d]pyrimidin-5-one